C(C)(C)(C)C=1C(=NC(=C(C(=O)O)C1NC(=O)OC(C)(C)C)Cl)Cl tert-butyl-4-((tert-butoxycarbonyl)amino)-2,6-dichloronicotinic acid